(2S)-1-fluorocyclopropane-1-carboxamide FC1(CC1)C(=O)N